ClC1=NC=CC(=C1C#N)NC=1C=CC2=C(N(C(N2C)=O)CCC(C)NC(C)=O)C1 N-[3-[6-[(2-chloro-3-cyano-4-pyridinyl)amino]-3-methyl-2-oxo-benzoimidazol-1-yl]-1-methyl-propyl]acetamide